N[C@@](C(=O)OC(C)(C)C)(COC(C)(C)C)C tert-butyl (R)-2-amino-3-(tert-butoxy)-2-methylpropionate